naphtho[2,3-g]pteridine N1=CN=CC2=NC3=C(N=C12)C=C1C=CC=CC1=C3